S1C(=NC2=C1C=CC=C2)NC2=C(C1=C(N=N2)N(CCC1)C=1SC(=C(N1)C(=O)O)CCCOC1=C(C=C(C=C1)C#CC(C)N1CCN(CC1)C)F)C 2-[3-(1,3-benzothiazol-2-ylamino)-4-methyl-6,7-dihydro-5H-pyrido[2,3-c]pyridazin-8-yl]-5-[3-[2-fluoro-4-[3-(4-methylpiperazin-1-yl)but-1-ynyl]phenoxy]propyl]thiazole-4-carboxylic acid